3-(METHOXYCARBONYL)PYRIDINE-2-BORONIC ACID COC(=O)C=1C(=NC=CC1)B(O)O